C(C)(=O)N1CCC(CC1)COC1=C(C=C2C(=NC=NC2=C1)C1=CC=C(C=C1)NC(CC=1C=NC(=CC1)C(F)(F)F)=O)OC N-(4-(7-((1-acetylpiperidin-4-yl)methoxy)-6-methoxyquinazolin-4-yl)phenyl)-2-(6-(trifluoromethyl)pyridin-3-yl)acetamide